The molecule is dianion arising from deprotonation of the diphosphate OH groups of CDP-2,3-bis-O-(geranylgeranyl)-sn-glycerol. It is a conjugate base of a CDP-2,3-bis-O-(geranylgeranyl)-sn-glycerol. CC(=CCC/C(=C/CC/C(=C/CC/C(=C/COC[C@@H](COP(=O)([O-])OP(=O)([O-])OC[C@@H]1[C@H]([C@H]([C@@H](O1)N2C=CC(=NC2=O)N)O)O)OC/C=C(\\C)/CC/C=C(\\C)/CC/C=C(\\C)/CCC=C(C)C)/C)/C)/C)C